C(C1=CC=CC=C1)N1N=CC(=N1)C1=CC=C(C=C1)CC 2-Benzyl-4-(4-ethylphenyl)-2H-1,2,3-triazole